OC=1C=C(OC2C(C(C(C(O2)C(=O)O)O)O)O)C=C(C1C(C=CC1=CC=CC=C1)=O)O 6-[3,5-Dihydroxy-4-(3-phenylprop-2-enoyl)phenoxy]-3,4,5-trihydroxyoxane-2-carboxylic acid